mono-sodium succinate C(CCC(=O)O)(=O)[O-].[Na+]